8-bromo-6-chloro-2-(pyridin-3-yl)imidazo[1,2-b]pyridazine BrC=1C=2N(N=C(C1)Cl)C=C(N2)C=2C=NC=CC2